C1(=CC=CC=C1)C1C(CCCC1)C1=CC=CC=C1 1,2-Diphenylcyclohexan